C[Si](C#CC=1SC=CN1)(C)C trimethyl(2-thiazol-2-ylethynyl)silane